FC1=CC=2C(C(C3=CC=CC=C3C2C=C1)=O)=O 2-fluoro-9,10-phenanthrenequinone